rac-3-[4-(4-cyanophenyl)sulfonylmorpholin-2-yl]benzothiophene C(#N)C1=CC=C(C=C1)S(=O)(=O)N1C[C@H](OCC1)C1=CSC2=C1C=CC=C2 |r|